1,1,2-trimethyl-pyrrolium chloride [Cl-].C[N+]1(C(=CC=C1)C)C